3-(1-(3,4-Dichlorobenzyl)-1H-1,2,3-triazol-4-yl)-2-(4-(trifluoromethyl)phenyl)imidazo[1,2-a]pyridin ClC=1C=C(CN2N=NC(=C2)C2=C(N=C3N2C=CC=C3)C3=CC=C(C=C3)C(F)(F)F)C=CC1Cl